C(C)(C)(C)C1=C(C=CC=C1)B(Br)Br t-Butylphenyl-dibromoborane